N-(3-(dimethylamino)propyl)-4-(8-hydroxyquinolin-6-yl)furan-2-carboxamide CN(CCCNC(=O)C=1OC=C(C1)C=1C=C2C=CC=NC2=C(C1)O)C